ClC=1C=C2C=C(COC2=CC1)C(=O)N[C@H]1C[C@H](CCC1)NC1=CC(=NC2=CC=CC=C12)C(F)(F)F 6-chloro-N-[(1r,3s)-3-{[2-(trifluoromethyl)quinolin-4-yl]amino}cyclohexyl]-2H-chromen-3-carboxamide